isopropyl 2-(isopropoxysulfonyl)-benzoate C(C)(C)OS(=O)(=O)C1=C(C(=O)OC(C)C)C=CC=C1